3-bromo-4-[(2,4-difluorobenzyl)oxy]-1-(2,6-difluorophenyl)-6-{[(2-methoxyethyl)amino]methyl}pyridin-2(1H)-one BrC=1C(N(C(=CC1OCC1=C(C=C(C=C1)F)F)CNCCOC)C1=C(C=CC=C1F)F)=O